3-((4-Fluoro-2-(trifluoromethyl)phenyl)(hydroxy)methyl)-5,6-dihydroimidazo[1,2-a]pyrazine FC1=CC(=C(C=C1)C(C1=CN=C2N1CCN=C2)O)C(F)(F)F